N-(6-bromopyridin-2-yl)pivalamide BrC1=CC=CC(=N1)NC(C(C)(C)C)=O